OCCOCCNC(=O)C1=CC2=C(N(C(=N2)NC=2OC3=C(N2)C=CC(=C3)N3CCCC3)C)C=C1 N-(2-(2-hydroxy-ethoxy)ethyl)-1-methyl-2-((6-(pyrrolidin-1-yl)-benzo[d]oxazol-2-yl)-amino)-1H-benzo[d]-imidazole-5-carboxamide